(E)-10-hydroxy-2-decenoic acid OCCCCCCC/C=C/C(=O)O